N1C(=NC2=C1C=CC=C2)C2=NNC1=CC=C(C=C21)C(=O)N2CCN(CC2)C2=CC(=CC=C2)Cl (3-(1H-benzo[d]imidazol-2-yl)-1H-indazol-5-yl)(4-(3-chlorophenyl)piperazin-1-yl)methanone